5-((7-(5-(4-fluoro-2-(1-isopropyl-1H-pyrazol-5-yl)phenoxy)pyrimidin-4-yl)-2,7-diazaspiro[4.4]nonan-2-yl)methyl)-1,3-dihydro-2H-benzo[d]imidazol-2-one FC1=CC(=C(OC=2C(=NC=NC2)N2CC3(CCN(C3)CC3=CC4=C(NC(N4)=O)C=C3)CC2)C=C1)C1=CC=NN1C(C)C